NC1=C2N=CN(C2=NC(=N1)F)[C@H]1C[C@@H]([C@@](O1)(C#C)COP(=O)(O[C@H](C(=O)OCCCCCCCC)C)N[C@@H](CC1=CC=CC=C1)C(=O)OCCCCCCCC)O Octyl ((((2R,3S,5R)-5-(6-amino-2-fluoro-9H-purin-9-yl)-2-ethynyl-3-hydroxy-tetrahydrofuran-2-yl)meth-oxy)(((S)-1-(octyloxy)-1-oxopropan-2-yl)oxy)phosphoryl)-L-phenylalaninate